6-(2-(3-(2-cyclopropyl-1H-imidazol-1-yl)phenoxy)ethoxy)-5-fluoronicotinonitrile C1(CC1)C=1N(C=CN1)C=1C=C(OCCOC2=NC=C(C#N)C=C2F)C=CC1